2-[5-(3-methoxyphenyl)thiophene-2-yl]acetic acid COC=1C=C(C=CC1)C1=CC=C(S1)CC(=O)O